((1S,6R,7R)-7-(2-fluorophenyl)-3-(3-((2-fluorophenyl)ethynyl)-1H-pyrazolo[3,4-b]pyrazin-6-yl)-3-azabicyclo[4.1.0]heptan-7-yl)methanamine FC1=C(C=CC=C1)[C@]1([C@@H]2CCN(C[C@H]12)C1=CN=C2C(=N1)NN=C2C#CC2=C(C=CC=C2)F)CN